C(C)N(C(=O)OC(C)OC(CCCCCCCCCCCCC)=O)C1C2CCC(C1C1=CC=CC=C1)C2 Tetradecanoic Acid 1-[N-ethyl-(3-phenyl-bicyclo[2.2.1]hept-2-yl)-carbamoyloxy]-ethyl ester